ClC=1C=NC=C(C1Cl)Cl 3,4,5-trichloropyridine